C1(=CC=CC=C1)NS(=O)(=O)C1=CC(=CC=C1)NC(=O)NS(=O)(=O)CC1=CC=CC=C1 N-phenyl-3-(3-toluenesulfonylureido)benzenesulfonamide